(2,4-pentanedione) cobalt (III) [Co+3].CC(CC(C)=O)=O